Benzo[d]oxazol-6-ylmethanol O1C=NC2=C1C=C(C=C2)CO